FC1=C(C=CC(=C1)F)[C@@H](C)C1(CCN(CC1)C(C1=C(N=CC=C1)C1=NC=NC=C1)=O)C#N (S)-4-(1-(2,4-difluorophenyl)ethyl)-1-(2-(pyrimidin-4-yl)nicotinoyl)piperidine-4-carbonitrile